COC1=C(C=C(C(=C1)C)C(=O)N1CCC(CC1)C1=CC=C(C=C1)OC=1N=NC(=CC1)C(F)(F)F)NS(=O)(=O)CC1=CC=CC=C1 N-(2-methoxy-4-methyl-5-(4-(4-((6-(trifluoromethyl)pyridazin-3-yl)oxy)phenyl)-piperidine-1-carbonyl)phenyl)-1-phenylmethanesulfonamide